tert-Butyl (4-hydroxy-3-nitro-5-(trifluoromethyl)benzyl)((1S,2S)-2-hydroxycyclopentyl)carbamate OC1=C(C=C(CN(C(OC(C)(C)C)=O)[C@@H]2[C@H](CCC2)O)C=C1C(F)(F)F)[N+](=O)[O-]